N-[2,4-difluoro-3-[3-(1H-imidazol-2-yl)imidazo[1,5-a]pyridin-7-yl]phenyl]-5-fluoro-2-methoxypyridine-3-sulfonamide FC1=C(C=CC(=C1C1=CC=2N(C=C1)C(=NC2)C=2NC=CN2)F)NS(=O)(=O)C=2C(=NC=C(C2)F)OC